N-vinyl-3,3,5-trimethylpyrrolidone C(=C)N1C(C(CC1C)(C)C)=O